(1S)-1-cyclohexylethyl acetate C(C)(=O)O[C@@H](C)C1CCCCC1